5-(isopropoxymethylsulfinyl)-1-[3-(4H-1,2,4-triazol-3-yl)phenyl]pyrazolo[3,4-b]pyridine C(C)(C)OCS(=O)C=1C=C2C(=NC1)N(N=C2)C2=CC(=CC=C2)C2=NN=CN2